(3-chloro-2,4-difluorophenyl)(trans-3-(difluoromethyl)cyclobutyl)methanamine hydrochloride Cl.ClC=1C(=C(C=CC1F)C(N)[C@@H]1C[C@H](C1)C(F)F)F